N-[5-[5-[(1R,2S)-2-fluorocyclopropyl]-1,2,4-oxadiazol-3-yl]-2-methyl-phenyl]-4-methyl-5-oxa-1,10-diazatricyclo[7.3.0.03,7]dodeca-2,7,9,11-tetraene-12-carboxamide F[C@@H]1[C@H](C1)C1=NC(=NO1)C=1C=CC(=C(C1)NC(=O)C1=CN=C2C=C3COC(C3=CN12)C)C